COC1=C(C=CC(=C1)OC)N1C(C=C(C2=C1N=C(N=C2)S(=O)(=O)C)C#C[Si](C(C)C)(C(C)C)C(C)C)=O 8-(2,4-dimethoxyphenyl)-2-(methylsulfonyl)-5-((triisopropylsilyl)ethynyl)pyrido[2,3-d]pyrimidin-7(8H)-one